ClC1=NC=C(C(=C1)C=O)OC(F)(F)F 2-chloro-5-(trifluoromethoxy)pyridine-4-carbaldehyde